C12C3CC(CC31)C2 tricyclo[2.2.1.02,6]Heptane